C(CCCCCCCCCCC)OC1=C(C=O)C(=CC=C1)OCCCCCCCCCCCC 2,6-bis(dodecyloxy)benzaldehyde